FC=1C(=C(C=CC1F)C(=O)N1CC(C1)(O)CNCCOC(C)C)NC1=C(C=C(C=C1)I)F 1-({3,4-difluoro-2-[(2-fluoro-4-iodophenyl)amino]phenyl}carbonyl)-3-[({2-[(1-methylethyl)oxy]ethyl}amino)methyl]azetidin-3-ol